O=C1NC(CCC1N1C(C2=CC=CC(=C2C1=O)NC1CCN(CC1)C(=O)N1C[C@@H](CC1)C(=O)O)=O)=O (3R)-1-(4-[[2-(2,6-dioxopiperidin-3-yl)-1,3-dioxoisoindol-4-yl]amino]piperidine-1-carbonyl)pyrrolidine-3-carboxylic acid